3-amino-5-bromo-pyridin-4-ol NC=1C=NC=C(C1O)Br